[Ti].C(C)(C)OC(C(C(CCC)O)CC)O isopropoxy(2-ethyl-1,3-hexanediol) titanium